m-isopropenyl-2,2-dimethylbenzene C(=C)(C)C=1C(CC=CC1)(C)C